BrC=1C(=C(C(=CC1)F)C(C)O)F 1-(3-bromo-2,6-difluorophenyl)ethan-1-ol